2-[(3-chloro-4-fluorophenyl)-(2,3-dihydro-1H-inden-2-ylmethoxy)methyl]-5-methyl-4-methylsulfonyl-1H-imidazole ClC=1C=C(C=CC1F)C(C=1NC(=C(N1)S(=O)(=O)C)C)OCC1CC2=CC=CC=C2C1